pyridin-3-ylmethyl(4-((5-fluoro-2-(pyrrolidin-1-yl)benzamido)methyl)-2-methylphenyl)carbamate N1=CC(=CC=C1)COC(NC1=C(C=C(C=C1)CNC(C1=C(C=CC(=C1)F)N1CCCC1)=O)C)=O